1-Ethyl 2-[4-[(1S)-2-[tert-butyl(dimethyl)silyl]oxy-1-[[(S)-tert-butylsulfinyl]amino]ethyl]-3-methyl-phenyl]acetate [Si](C)(C)(C(C)(C)C)OC[C@@H](N[S@@](=O)C(C)(C)C)C1=C(C=C(C=C1)CC(=O)OCC)C